4-(3-((2-((2-(ethynyl-d)-4-(4-methylpiperazin-1-yl)phenyl)amino)-5-(trifluoromethyl)pyrimidin-4-yl)amino)propyl)-1,4-oxazepan-5-one C(#C[2H])C1=C(C=CC(=C1)N1CCN(CC1)C)NC1=NC=C(C(=N1)NCCCN1CCOCCC1=O)C(F)(F)F